ClC=1OC=C(N1)C(=O)OCC ethyl 2-chlorooxazole-4-carboxylate